NC1=NN2C(C=C(C=C2)C=2C=C(C(=NC2C)C)C(=O)NCC2=C(C=C(C=C2F)F)OCC2CCCC2)=N1 5-{2-amino-[1,2,4]triazolo[1,5-a]pyridin-7-yl}-N-{[2-(cyclopentylmethoxy)-4,6-difluorophenyl]methyl}-2,6-dimethylpyridine-3-carboxamide